C(#N)C1=CC=C(C=C1)C(C)=O 4'-cyanoacetophenone